O=C1NCCC1[NH2+]CC[C@@H](NC(=O)C1=CC=2C(=NC=3CC[C@@H](CC3C2)C(C)(C)C)S1)C1=CC=C(C=C1)C1=CNC(C=C1)=O (2-oxopyrrolidin-3-yl)-[(3R)-3-[4-(6-oxo-1H-pyridin-3-yl)phenyl]-3-[[(6S)-6-tert-butyl-5,6,7,8-tetrahydrothieno[2,3-b]quinoline-2-carbonyl]amino]propyl]ammonium